N1=C(C=NC=C1)C(=O)N[C@H](CC(N)=O)C(=O)O (pyrazine-2-carbonyl)-D-asparagine